C(C)(C)(C)OC(C(F)(F)F)=O trifluoroacetic acid tert-butyl ester